N-(methylaminothiocarbonyl)-2-phenyl-2-(4-(trifluoromethyl)-2-pyridinyl)acetamide hexacosyl-methacrylate C(CCCCCCCCCCCCCCCCCCCCCCCCC)OC(C(=C)C)=O.CNC(=S)NC(C(C1=NC=CC(=C1)C(F)(F)F)C1=CC=CC=C1)=O